O-(2,4-dinitrophenyl)hydroxylamine mono(octyl)phosphate C(CCCCCCC)OP(=O)(O)O.[N+](=O)([O-])C1=C(C=CC(=C1)[N+](=O)[O-])ON